6-(methoxy-d3)quinazolin C(OC=1C=C2C=NC=NC2=CC1)([2H])([2H])[2H]